methyl 1-[tert-butoxycarbonyl(2-cyanoallyl)amino]-7-(3-pyridyl)naphthalene-2-carboxylate C(C)(C)(C)OC(=O)N(C1=C(C=CC2=CC=C(C=C12)C=1C=NC=CC1)C(=O)OC)CC(=C)C#N